(S)-6-{2-Amino-2-[2-(benzo[d]isoxazol-3-yl)phenyl]ethyl}pyridine-2-amine hydrochloride Cl.N[C@@H](CC1=CC=CC(=N1)N)C1=C(C=CC=C1)C1=NOC2=C1C=CC=C2